COC(=O)C1=NN(C(=C1)C(F)(F)F)CC(=O)O 2-(3-(methoxycarbonyl)-5-(trifluoromethyl)-1H-pyrazol-1-yl)acetic acid